2-(2-((2-(2,6-dioxopiperidin-3-yl)-1,3-dioxoisoindolin-4-yl)ethoxy)ethoxy)-N-(4'-(2-propylhydrazine-1-carbonyl)-[1,1'-biphenyl]-4-yl)acetamide O=C1NC(CCC1N1C(C2=CC=CC(=C2C1=O)CCOCCOCC(=O)NC1=CC=C(C=C1)C1=CC=C(C=C1)C(=O)NNCCC)=O)=O